ClC1=NN(C(C(=C1C)C)=O)[C@H](C(=O)OC)CC(C)C methyl (S)-2-(3-chloro-4,5-dimethyl-6-oxopyridazin-1(6H)-yl)-4-methylpentanoate